3-phenylpropan-2-ynal C1(=CC=CC=C1)C#CC=O